(R)-(5-(1-aminoethyl)-2,3-dihydro-1H-indol-1-yl)(4,4-difluorocyclohexane-1-yl)methanone N[C@H](C)C=1C=C2CCN(C2=CC1)C(=O)C1CCC(CC1)(F)F